ClC1=CC=C(C=C1)C(N1[C@@H](CN(CC1)C1=C(C(N(C=2C=CC(=NC12)C#N)C)=O)C)C)C1=CC=C(C=C1)Cl (R)-8-(4-(bis(4-chlorophenyl)methyl)-3-methylpiperazin-1-yl)-5,7-dimethyl-6-oxo-5,6-dihydro-1,5-naphthyridine-2-carbonitrile